N1CC(C=CC1)=O 1,2,3,6-tetrahydropyridin-3-one